ClCOC(C[C@H](C)C1=CC=CC=C1)=O (S)-3-phenylbutyric acid chloromethyl ester